3-[3-Methyl-4-[3-[(2R)-2-(methylaminomethyl)morpholin-4-yl]propyl]-2-oxo-benzimidazol-1-yl]piperidine-2,6-dione CN1C(N(C2=C1C(=CC=C2)CCCN2C[C@H](OCC2)CNC)C2C(NC(CC2)=O)=O)=O